C(CCCCCCCCCCC)C(CC[NH+](C)C)S(=O)(=O)O.O=C(CCCCCC(=O)[O-])CCCCCC(=O)O.NC1(CN(CCC1)C=1C(=CC(=NC1)C1=CC(=C(C=C1)F)F)CO)C=1C=NC=CC1 (5-(3-amino-3-(pyridin-3-yl)piperidin-1-yl)-2-(3,4-difluorophenyl)pyridin-4-yl)methanol 2-oxopropane-1,3-diyl-dipentanoate N-Dodecyl-N,N-dimethyl-3-ammonio-1-propanesulfonate